C1(CC1)C=1C(=C2C=NC(=NN2C1[C@H](C(F)(F)F)C)N[C@H]1[C@@H](CN(CC1)S(=O)(=O)C)F)F 6-cyclopropyl-5-fluoro-N-((3R,4R)-3-fluoro-1-(methylsulfonyl)piperidin-4-yl)-7-((R)-1,1,1-trifluoropropan-2-yl)pyrrolo[2,1-f][1,2,4]triazin-2-amine